γ-glycidoxypropyl-methyldipropoxysilane C(C1CO1)OCCC[Si](OCCC)(OCCC)C